OC=1C=CC=CC1O 3,4-dihydroxy-benzene